2-(methoxymethyl)-3-(15-methoxypentadecyl)-4,4-dimethylcyclohex-2-en-1-one COCC=1C(CCC(C1CCCCCCCCCCCCCCCOC)(C)C)=O